FC1(CCC2=C1N=C(N=C2C2=CC1=C(C=C2)[C@@]2(NC(COC2)=O)CO1)N1[C@H]([C@@H](C1)O)C)F (S)-6-(7,7-difluoro-2-((2S,3R)-3-hydroxy-2-methylazetidin-1-yl)-6,7-dihydro-5H-cyclopenta[d]pyrimidin-4-yl)-2H-spiro[benzofuran-3,3'-morpholin]-5'-one